1-((2R,5S)-2-(((tert-butyldimethylsilyl)oxy)methyl)-1,3-oxathiolan-5-yl)-5-fluoropyrimidin-2(1H)-one [Si](C)(C)(C(C)(C)C)OC[C@@H]1O[C@@H](CS1)N1C(N=CC(=C1)F)=O